5-thiophenylboronic acid triethylammonium salt C(C)[NH+](CC)CC.S1C=CC=C1B([O-])[O-].C(C)[NH+](CC)CC